(3-(hydroxymethyl)azetidin-1-yl)methanone OCC1CN(C1)C=O